N1=C2C(=NC=C1)N=CC(=C2)[C@H](CC(=O)O)N2N=CC1=CC(=CC=C21)OCCC2=NC=1NCCCC1C=C2 (S)-3-(Pyrido[2,3-b]pyrazin-7-yl)-3-(5-(2-(5,6,7,8-tetrahydro-1,8-naphthyridin-2-yl)ethoxy)-1H-indazol-1-yl)propanoic acid